N-(cyanomethyl)-N-methyl-4-oxopiperidine-1-carboxamide C(#N)CN(C(=O)N1CCC(CC1)=O)C